2'-(methylamino)[1,1'-biphenyl] CNC1=C(C=CC=C1)C1=CC=CC=C1